4-(2-(4-cyano-2-(methoxy-d3)phenyl)-4-fluoro-2H-chromene-8-yl)piperidine C(#N)C1=CC(=C(C=C1)C1OC2=C(C=CC=C2C(=C1)F)C1CCNCC1)OC([2H])([2H])[2H]